(12aR)-9-bromo-10-chloro-8-fluoro-3,4,12,12a-tetrahydro-6H-pyrazino[2,1-c][1,4]benzooxazepine-2(1H)-carboxylate BrC1=C(C2=C(CN3[C@@H](CO2)CN(CC3)C(=O)[O-])C=C1F)Cl